N-{[(2R)-morpholin-2-yl]methyl}-2-(1-phenyl-1H-pyrazol-4-yl)-1,3-thiazole-4-carboxamide N1C[C@@H](OCC1)CNC(=O)C=1N=C(SC1)C=1C=NN(C1)C1=CC=CC=C1